N1=C(N=CC=C1)C=1C(=NC=CN1)C(C)NC(C1=CC(=CC(=C1)C(F)(F)F)C(F)(F)F)=O N-[1-(3-pyrimidin-2-ylpyrazin-2-yl)ethyl]-3,5-bis(trifluoromethyl)benzamide